5-(acetyloxy)-4-(2',4'-dichloro-4-ethyl[1,1'-biphenyl]-3-yl)-3,6-dihydro-2,2,6,6-tetramethyl-2H-pyran-3-one C(C)(=O)OC1=C(C(C(OC1(C)C)(C)C)=O)C=1C=C(C=CC1CC)C1=C(C=C(C=C1)Cl)Cl